2-{[6-(dimethylamino)-1-benzofuran-2-carbonyl]sulfamoyl}benzoic acid CN(C1=CC2=C(C=C(O2)C(=O)NS(=O)(=O)C2=C(C(=O)O)C=CC=C2)C=C1)C